N-((1S,2R,3S,4R)-3-((4-Fluoro-3-(trifluoromethyl)phenyl)carbamoyl)bicyclo[2.2.1]heptan-2-yl)-6-methoxy-2-(3-methyl-3,6-diazabicyclo[3.1.1]heptan-6-yl)benzo[d]thiazole-7-carboxamide FC1=C(C=C(C=C1)NC(=O)[C@@H]1[C@@H]([C@H]2CC[C@@H]1C2)NC(=O)C2=C(C=CC=1N=C(SC12)N1C2CN(CC1C2)C)OC)C(F)(F)F